FC1=CC=C(C=C1)N1C(=NC=C(C1=O)C(=O)N)C 1-(4-fluorophenyl)-2-methyl-6-oxopyrimidine-5-carboxamide